C1(CCCCC1)NC1=C2N=CN(C2=NC(=N1)I)[C@H]1[C@@H]([C@@H]([C@@]2(C[C@H]12)C#N)O)O (1R,2R,3S,4R,5S)-4-(6-(cyclohexylamino)-2-iodo-9H-purin-9-yl)-2,3-dihydroxybicyclo[3.1.0]hexane-1-carbonitrile